(2S,3S)-2-methyl-1-(5-(3-methylpyrazin-2-yl)-1H-pyrrole-2-carbonyl)-N-(3,4,5-trifluorophenyl)pyrrolidine-3-carboxamide C[C@@H]1N(CC[C@@H]1C(=O)NC1=CC(=C(C(=C1)F)F)F)C(=O)C=1NC(=CC1)C1=NC=CN=C1C